CC1=CNC2=NC=C(C=C21)C=2C=C1CCN(CC1=C(C2)[C@H]2N(CCC2)C(=O)OC(C)(C)C)C(=O)C2=NC=C(N=C2)C tert-butyl (S)-2-(6-(3-methyl-1H-pyrrolo[2,3-b]pyridin-5-yl)-2-(5-methylpyrazine-2-carbonyl)-1,2,3,4-tetrahydroisoquinolin-8-yl)pyrrolidine-1-carboxylate